4-[4-(azetidin-3-ylamino)-8-fluoro-2-[[(2s,4r)-4-fluoro-1-methyl-pyrrolidin-2-yl]methoxy]-6-(trifluoromethyl)quinazolin-7-yl]-7-fluoro-1,3-benzothiazol-2-amine N1CC(C1)NC1=NC(=NC2=C(C(=C(C=C12)C(F)(F)F)C1=CC=C(C2=C1N=C(S2)N)F)F)OC[C@H]2N(C[C@@H](C2)F)C